2-(4'-chlorobiphenyl-4-yl)-2,3-dihydroquinazolin-4(1H)-one ClC1=CC=C(C=C1)C1=CC=C(C=C1)C1NC2=CC=CC=C2C(N1)=O